2-(1-methylvinyl)aniline CC(=C)C1=C(N)C=CC=C1